Silver-copper-tin-gold [Au].[Sn].[Cu].[Ag]